Cl.C(C)N=C=NCCCN(C)C 1-Ethyl-3-(3-dimethylaminopropyl)carbodiimid Hydrochlorid